F[C@@H]1CC[C@H](N(C1)C(=O)OC(C)(C)C)C(=O)OC 1-tert-butyl 2-methyl (2S,5R)-5-fluoropiperidine-1,2-dicarboxylate